6-(6-chloronicotinoyl)-4-isopropyl-1,3-dimethyl-1,3-dihydro-2H-benzo[d]imidazol-2-one ClC1=NC=C(C(=O)C=2C=C(C3=C(N(C(N3C)=O)C)C2)C(C)C)C=C1